ClC=1C=CC(=C(C1)C1=NN(C=C1NC(=O)C=1C=NN2C1N=CC=C2)CC(=O)N(C)C(CO)C)OC N-(3-(5-chloro-2-methoxyphenyl)-1-(2-((1-hydroxypropan-2-yl)(methyl)amino)-2-oxoethyl)-1H-pyrazol-4-yl)pyrazolo[1,5-a]pyrimidine-3-carboxamide